3-(1-adamantoyl)indole C12(CC3CC(CC(C1)C3)C2)C(=O)C2=CNC3=CC=CC=C23